6-(1-aminoethyl)pyridin-2(1H)-one HBr Br.NC(C)C1=CC=CC(N1)=O